C12CNCC(C1N(C(=O)C=1N=C(SC1)C=1C=NN(C1)C1=CC=CC=C1)C(C)C)C2 N-{3-azabicyclo[3.1.1]heptan-6-yl}-2-(1-phenyl-1H-pyrazol-4-yl)-N-(propan-2-yl)-1,3-thiazole-4-carboxamide